(S)-6-(1-(5-(3-((Dimethylamino)methyl)-1-methyl-1H-pyrazol-5-yl)-7-((2-methyl-1H-imidazol-1-yl)methyl)-1-oxo-3,4-dihydroisoquinolin-2(1H)-yl)ethyl)-4-ethoxynicotinonitrile CN(C)CC1=NN(C(=C1)C1=C2CCN(C(C2=CC(=C1)CN1C(=NC=C1)C)=O)[C@@H](C)C1=NC=C(C#N)C(=C1)OCC)C